N-(3-methoxyphenyl)-6-phenyl-2-(3-piperidinyl)pyrimidin-4-amine COC=1C=C(C=CC1)NC1=NC(=NC(=C1)C1=CC=CC=C1)C1CNCCC1